C(C=C)(=O)N1[C@H](OC2(C1)CCN(CC2)C(=O)N([C@@H](C(C)C)C(=O)OC)C)C methyl N-((R)-3-acryloyl-2-methyl-1-oxa-3,8-diazaspiro[4.5]decane-8-carbonyl)-N-methyl-L-valinate